CC1=CC=C(C=C1)[C@H]1[C@H](C1)\C=C\C=C\C1=CC=CC=C1 1-methyl-4-((1r,2r)-2-((1e,3e)-4-phenylbutane-1,3-dien-1-yl)cyclopropyl)benzene